1-((2',6-bis(difluoromethyl)-[2,4'-bipyridin]-5-yl)oxy)-2,4-dimethylpent-4-en-2-amine FC(C1=NC=CC(=C1)C1=NC(=C(C=C1)OCC(CC(=C)C)(N)C)C(F)F)F